3-(1-methyl-1H-imidazol-4-yl)-4-((4-(trifluoromethyl)phenyl)amino)benzoic acid CN1C=NC(=C1)C=1C=C(C(=O)O)C=CC1NC1=CC=C(C=C1)C(F)(F)F